1-(7-Chloro-1H-indole-2-carbonyl)-3,3-dimethyl-N-((S)-1-oxo-3-((S)-2-oxopyrrolidin-3-yl)propan-2-yl)-1,3-azasilolidine-5-carboxamide ClC=1C=CC=C2C=C(NC12)C(=O)N1C[Si](CC1C(=O)N[C@H](C=O)C[C@H]1C(NCC1)=O)(C)C